(R)-5-fluoro-2'-(methylthio)-3,4,5',8'-tetrahydro-1H,6'H-spiro[naphthalene-2,7'-quinazolin]-4'-ol FC1=C2CC[C@]3(CCC=4C(=NC(=NC4C3)SC)O)CC2=CC=C1